BrC=1C=C(C=CC1)C[C@@H](C(=O)OC(C)(C)C)[C@@H]1CN(CC1)C(=O)OC(C)(C)C tert-butyl (R)-3-((R)-3-(3-bromophenyl)-1-(tert-butoxy)-1-oxopropane-2-yl)pyrrolidine-1-carboxylate